BrC1=C(N(C=2N=CN=C(C21)N)C(C)C)I 5-bromo-6-iodo-7-isopropyl-7H-pyrrolo[2,3-d]pyrimidin-4-amine